2,5-di(2-thienyl)terephthalaldehyde S1C(=CC=C1)C1=C(C=O)C=C(C(=C1)C=O)C=1SC=CC1